(2R,3S)-2-(3-(4,5-dichloro-1H-benzo[d]imidazol-1-yl)propyl)piperidin-3-ol monochloride [Cl-].ClC1=C(C=CC=2N(C=NC21)CCC[C@H]2NCCC[C@@H]2O)Cl